7-chloro-N-(cyclopropylmethyl)-3-(2,6-difluoro-3,5-di(methoxy-d3)phenyl)-2,6-naphthyridine-1-amine ClC1=NC=C2C=C(N=C(C2=C1)NCC1CC1)C1=C(C(=CC(=C1F)OC([2H])([2H])[2H])OC([2H])([2H])[2H])F